CC(=CCC/C(=C/C=O)/C)C Alpha-citral